(2S,3R)-2-(tert-butoxycarbonylamino)-3-methoxy-butanoic acid C(C)(C)(C)OC(=O)N[C@H](C(=O)O)[C@@H](C)OC